N-([1,1'-biphenyl]-2-yl)-N-(4-chlorophenyl)-9,9-dimethyl-9H-fluoren-2-amine C1(=C(C=CC=C1)N(C1=CC=2C(C3=CC=CC=C3C2C=C1)(C)C)C1=CC=C(C=C1)Cl)C1=CC=CC=C1